C(C)N(CC)[Al](N(CC)CCC(CC)NC)N(CC)CC Bis(diethylamino)(3-ethylmethylaminopropyl-ethylamino)aluminum